5-bromo-1-cyclopropyl-2-oxopyridine-3-carboxamide BrC=1C=C(C(N(C1)C1CC1)=O)C(=O)N